CC=1C=C2C(C=C(OC2=C(C1)C(C)NC1=C(C(=O)O)C=CC=C1)C1=CC=2C=NC=CC2N1)=O 2-((1-(6-methyl-4-oxo-2-(1H-pyrrolo[3,2-c]pyridin-2-yl)-4H-chromen-8-yl)ethyl)amino)benzoic acid